9-(4-(1-methyl-4-(trifluoromethyl)-1H-imidazol-2-yl)benzyl)-7,9-dihydro-8H-purin-8-one CN1C(=NC(=C1)C(F)(F)F)C1=CC=C(CN2C3=NC=NC=C3NC2=O)C=C1